C(CCCCCCCCCCCCCCC)(=O)OC1CC(NC(C1)(C)C)(C)C 2,2,6,6-tetramethylpiperidine-4-yl hexadecanoate